(R)-3-((3,5-difluoro-4-(1-(2-fluoroethyl)cyclopropoxy)benzyl)oxy)-7,8,8a,9-tetrahydropyrrolo[1',2':3,4]imidazo[1,2-c]pyrimidin-1(6H)-one FC=1C=C(COC=2C=C3N(C(N2)=O)C[C@@H]2N3CCC2)C=C(C1OC1(CC1)CCF)F